[Ca+2].C(CCCCCCCCCCCCCCCCC)(=O)N[C@@H](CO)C(=O)O N-octadecanoyl-serine calcium (II)